TETRAETHYLAMINE CC[N+](CC)(CC)CC